[4-(2-Hydroxyethoxy)piperidin-1-yl][(3bR,4aR)-1-(2-{cis-4-[(3-methylpyridin-2-yl)oxy]cyclohexyl}ethyl)-3b,4,4a,5-tetrahydro-1H-cyclopropa[3,4]cyclopenta[1,2-c]pyrazol-3-yl]methanon OCCOC1CCN(CC1)C(=O)C=1C2=C(N(N1)CC[C@@H]1CC[C@@H](CC1)OC1=NC=CC=C1C)C[C@@H]1[C@H]2C1